C(C)(C)(C)C=1C(=C(C(=C2C=CC=CC12)S(=O)(=O)O)S(=O)(=O)O)C(C)(C)C di(tert-butyl)naphthalenedisulfonic acid